CN(C=1OC2=C(N1)C=C(C=C2)NC(=O)C=2C=CC1=C(CCO1)C2)C2(COC2)C 2,3-dihydro-benzofuran-5-carboxylic acid {2-[methyl-(3-methyl-oxetan-3-yl)-amino]-benzooxazol-5-yl}-amide